[Cl-].[K+].[Fe+2].[Cl-].[Cl-] iron-potassium chloride